N-Ethyl-6-fluoro-3-(2-pyrrolidin-3-yloxypyrimidin-5-yl)-4-[3-(trifluoromethyl)pyrazol-1-yl]-9H-pyrido[2,3-b]indol-8-amine C(C)NC=1C=C(C=C2C3=C(NC12)N=CC(=C3N3N=C(C=C3)C(F)(F)F)C=3C=NC(=NC3)OC3CNCC3)F